N1-(3-(1H-1,2,4-triazol-1-yl)propyl)-N3-cyclohexyl-benzene-1,3-diamine N1(N=CN=C1)CCCNC1=CC(=CC=C1)NC1CCCCC1